[C@H]12OC[C@H](N(C1)CC1=CC(=C(C=C1)NC=1C(=NC(=C(N1)NC)C=1C3=C(C=NC1)N(C=N3)C)C(=O)OC)F)C2 methyl 3-((4-(((1R,4R)-2-oxa-5-azabicyclo[2.2.1]heptan-5-yl)methyl)-2-fluorophenyl)amino)-6-(3-methyl-3H-imidazo[4,5-c]pyridin-7-yl)-5-(methylamino)pyrazine-2-carboxylate